1-((2-(trimethylsilyl)ethoxy)methyl)-1H-indazol-6-amine C[Si](CCOCN1N=CC2=CC=C(C=C12)N)(C)C